4-(((2S,4S)-4-(cyclopropylmethoxy)-2-(4-((cyclopropylmethoxy)carbonyl)phenyl)piperidin-1-yl)methyl)-5-methoxy-7-methyl-1H-indole-1-carboxylic acid tert-butyl ester C(C)(C)(C)OC(=O)N1C=CC2=C(C(=CC(=C12)C)OC)CN1[C@@H](C[C@H](CC1)OCC1CC1)C1=CC=C(C=C1)C(=O)OCC1CC1